2-(3-Fluorophenyl)-N-[(2S)-1-hydroxypropan-2-yl]-6-(5-methylpyridin-2-yl)-3-oxo-2,3-dihydropyridazine-4-carboxamide FC=1C=C(C=CC1)N1N=C(C=C(C1=O)C(=O)N[C@H](CO)C)C1=NC=C(C=C1)C